BrC1=CC2=C(C(CO2)O)C=C1 6-Bromo-2,3-dihydro-1-benzofuran-3-ol